2'-(pyrimidin-4-ylamino)spiro[cyclohexane-1,4'-thieno[2,3-c]pyrrol]-6'(5'H)-one N1=CN=C(C=C1)NC1=CC2=C(C(NC23CCCCC3)=O)S1